iso-propyl butyrate C(CCC)(=O)OC(C)C